ClC1=CC=C2C(=CC(=NC2=C1Cl)N1[C@@H]([C@H](CC1)O)CC(=O)OC)N1C=NC=C1 Methyl 2-((2R,3S)-1-(7,8-Dichloro-4-(1H-Imidazol-1-Yl) Quinolin-2-Yl)-3-Hydroxypyrrolidin-2-Yl)Acetate